3-(4-tert-butyl-1-pyridinyl)-1-propanesulfonate C(C)(C)(C)C1=CCN(C=C1)CCCS(=O)(=O)[O-]